(2S,5R)-5-phenylpyrrolidine-2-carboxylic acid C1(=CC=CC=C1)[C@H]1CC[C@H](N1)C(=O)O